NC=1C(=C(C(=CC1C(=O)O)Cl)C1=CC=C(C=C1)F)I 3-amino-6-chloro-4'-fluoro-2-iodo-[1,1'-biphenyl]-4-carboxylic acid